3,4-Dihydro-1H-isochinolin-2-yl-[rac-(5R,7R)-7-fluoro-5-phenyl-6,7-dihydro-5H-pyrrolo[1,2-b][1,2,4]triazol-2-yl]methanon C1N(CCC2=CC=CC=C12)C(=O)C=1N=C2N(N1)[C@H](C[C@H]2F)C2=CC=CC=C2 |r|